6-(2-hydroxy-1-methyl-nitrosohydrazino)-N-methyl-1-hexanamine ON(N(C)CCCCCCNC)N=O